C(CCCCCCCCCCC)OCCCCCCCCCCCC monolauryl ether